[Lu].O=C(C)NCC(NCCCCC(NC(NC(CCC(=O)O)C(=O)O)=O)C(=O)O)=O 2,5,13-trioxo-3,6,12,14-tetraazaheptadecane-11,15,17-tricarboxylic acid lutetium